3-((6-Acetamidopyridin-3-yl)ethynyl)-N-(3-(4-(methoxymethoxy)phenyl)-1-methyl-1H-indol-6-yl)-4-methylbenzamide C(C)(=O)NC1=CC=C(C=N1)C#CC=1C=C(C(=O)NC2=CC=C3C(=CN(C3=C2)C)C2=CC=C(C=C2)OCOC)C=CC1C